C1(=CC=CC=C1)[C@@H]1CCC2=NN(C(N21)=O)C2CC(C2)C2=NC=CC=N2 (S)-5-phenyl-2-((1R,3S)-3-(pyrimidin-2-yl)cyclobutyl)-2,5,6,7-tetrahydro-3H-pyrrolo[2,1-c][1,2,4]triazol-3-one